NC1=C(C(=NN1C1CCCC1)C1=C(C=C(C=C1F)CNC(C1=C(C=CC=C1)OC)=O)F)C(=O)N 5-amino-1-cyclopentyl-3-[2,6-difluoro-4-[[(2-methoxybenzoyl)amino]methyl]phenyl]pyrazole-4-carboxamide